CC1(C2=CC=CC(=C2OC=2C(=CC=CC12)P(C1=CC=CC=C1)C1=CC=CC=C1)P(C1=CC=CC=C1)C1=CC=CC=C1)C (9,9-dimethyl-9H-xanthen-4,5-diyl)bis(diphenylphosphane)